cyclopropyl(6-(5,6-dimethoxy-1H-benzo[d]imidazol-1-yl)-2-(4-fluoro-2-methoxyphenyl)pyridin-3-yl)methanol C1(CC1)C(O)C=1C(=NC(=CC1)N1C=NC2=C1C=C(C(=C2)OC)OC)C2=C(C=C(C=C2)F)OC